[Si](C)(C)(C(C)(C)C)OCC(CNC(OC(C)(C)C)=O)CO tert-butyl [3-{[tert-butyl(dimethyl)silyl]oxy}-2-(hydroxy-methyl)propyl]carbamate